CC1=CC=C(CC2CCCC3=CC=CC=C23)C=C1 para-methylbenzyl-tetraline